ClC1=C(CNC(=O)C2(C=3C=CC=NC3C(CC2)=C)F)C=CC(=C1)Cl N-(2,4-dichlorobenzyl)-5-fluoro-8-methylene-5,6,7,8-tetrahydro-quinoline-5-carboxamide